CC1=NN=C(N1C2CC3CCC(C2)N3)C(C)C (3-exo)-3-[3-Methyl-5-(1-methylethyl)-4H-1,2,4-triazol-4-yl]-8-azabicyclo[3.2.1]octane